C(#N)CCNC(C)CC(C)C N-(2-cyanoethyl)-N-(4-methylpent-2-yl)-amine